maleic acid monoethyl ester samarium [Sm].C(C)OC(\C=C/C(=O)O)=O